(5RS)-5-[(4-cyclopropyl-2-methyl-phenyl)methyl]-3-[2-methyl-5-[3-(trifluoromethyl)phenoxy]pyrimidin-4-yl]-5,6-dihydro-4H-1,2,4-oxadiazine C1(CC1)C1=CC(=C(C=C1)C[C@H]1NC(=NOC1)C1=NC(=NC=C1OC1=CC(=CC=C1)C(F)(F)F)C)C |r|